octyl ((((2R,3S,4R,5R)-5-(4-aminopyrrolo[2,1-f][1,2,4]triazin-7-yl)-5-cyano-3,4-dihydroxytetrahydrofuran-2-yl) methoxy) (hydroxy) phosphoryl)-L-alaninate NC1=NC=NN2C1=CC=C2[C@]2([C@@H]([C@@H]([C@H](O2)COP(=O)(O)N[C@@H](C)C(=O)OCCCCCCCC)O)O)C#N